(2S,3S,5R,8R,9R,10S,13S,14S,17S)-N-(5-cyanopyrazin-2-yl)-3-hydroxy-2,3,13-trimethylhexadecahydro-1H-cyclopenta[a]phenanthrene-17-carboxamide C(#N)C=1N=CC(=NC1)NC(=O)[C@H]1CC[C@H]2[C@@H]3CC[C@@H]4C[C@]([C@H](C[C@@H]4[C@H]3CC[C@]12C)C)(C)O